BrC=1C(=NC(=NC1)NC1=CC=C(C=C1)S(NCCOCCOCCOCCOCCO)(=O)=O)NC1=C(C(=O)N)C(=CC=C1)F 2-[[5-bromo-2-[4-[2-[2-[2-[2-(2-hydroxyethoxy)ethoxy]ethoxy]ethoxy]ethylsulfamoyl]anilino]pyrimidin-4-yl]amino]-6-fluoro-benzamide